tert-butyl N-[[2-[(5-bromo-1-oxo-2,7-naphthyridin-2-yl)methyl]imidazo[1,2-a]pyridin-6-yl]methyl]-N-[(3-fluoro-1-bicyclo[1.1.1]pentanyl)methyl]carbamate BrC1=C2C=CN(C(C2=CN=C1)=O)CC=1N=C2N(C=C(C=C2)CN(C(OC(C)(C)C)=O)CC23CC(C2)(C3)F)C1